C(C)NC(=O)C1=NC=CC(=C1)CO N-ethyl-4-(hydroxymethyl)pyridine-2-carboxamide